(3R)-1-[2-[4-(3-ethynyl-1-tetrahydropyran-2-yl-indazol-5-yl)-2-methyl-pyrazol-3-yl]oxyethyl]-3-(4-iodo-2,5-dimethyl-pyrazol-3-yl)oxy-pyrrolidin-2-one C(#C)C1=NN(C2=CC=C(C=C12)C1=C(N(N=C1)C)OCCN1C([C@@H](CC1)OC=1N(N=C(C1I)C)C)=O)C1OCCCC1